4-((1S,4S,5R)-5-((5-cyclopropyl-3-(2,6-dichlorophenyl)isoxazol-4-yl)methoxy)-2-azabicyclo[2.2.1]heptan-2-yl)-2-fluoro-N-(propylsulfonyl)benzamide C1(CC1)C1=C(C(=NO1)C1=C(C=CC=C1Cl)Cl)CO[C@H]1[C@@H]2CN([C@H](C1)C2)C2=CC(=C(C(=O)NS(=O)(=O)CCC)C=C2)F